2-amino-5-(4-trifluoromethylphenyl)-1,3,4-thiadiazole NC=1SC(=NN1)C1=CC=C(C=C1)C(F)(F)F